tert-butyl (E)-2-(4-(3-(benzo[d]thiazol-5-yl)-3-oxoprop-1-en-1-yl)-2,6-dimethylphenoxy)-2-methylpropanoate S1C=NC2=C1C=CC(=C2)C(/C=C/C2=CC(=C(OC(C(=O)OC(C)(C)C)(C)C)C(=C2)C)C)=O